COC=1C=C(C=CC1)SCCC#N 3-(3-methoxyphenyl)sulfanylpropanenitrile